1,2-epoxy-8-nonene C1C(CCCCCC=C)O1